OC1=CC=C(CN(C(OC(C)(C)C)=O)C)C=C1 tert-butyl (4-hydroxybenzyl)(methyl)carbamate